3-chloro-5-(2-(4-hydroxyphenyl)propan-2-yl)benzonitrile ClC=1C=C(C#N)C=C(C1)C(C)(C)C1=CC=C(C=C1)O